[1,4]Oxazine-6(2H)-carboxylic acid tert-butyl ester C(C)(C)(C)OC(=O)C1=CN=CCO1